C(C)(C)OC=1C(C(C1OC(C)C)=O)=O 3,4-diisopropyloxy-3-cyclobutene-1,2-dione